C(=O)N1C=CC2=CC(=CC=C12)C(=O)O formyl-1H-indole-5-carboxylic acid